CC1=NNC(=C1C1=CSC2=C1N=C(N=C2N2[C@@H](COCC2)C)C2=C1C(=NC=C2)NC=C1)C (R)-4-(7-(3,5-Dimethyl-1H-pyrazol-4-yl)-2-(1H-pyrrolo[2,3-b]pyridin-4-yl)thieno[3,2-d]pyrimidin-4-yl)-3-methylmorpholine